FC1=C(C=C(C=C1)F)CN (2,5-difluoro-phenyl)methanamine